methyl-7-methylenehexahydroindolizine CC1CCN2CCC(CC12)=C